2-methyl-3-(4-methoxyphenyl)2-methyl-3-(4-methylenedioxyphenyl)propanal CC(C=O)(C(C1=CC=C2C(=C1)OCO2)C2=CC=C(C=C2)OC)C